1,1-dichlorooctafluorocyclopentane ClC1(C(C(C(C1(F)F)(F)F)(F)F)(F)F)Cl